3-((5-(5-(difluoromethyl)-1,3,4-oxadiazol-2-yl)pyridin-2-yl)methyl)-1-(3-fluorophenyl)-5,5-dimethylimidazolidin-2,4-dione FC(C1=NN=C(O1)C=1C=CC(=NC1)CN1C(N(C(C1=O)(C)C)C1=CC(=CC=C1)F)=O)F